C(#N)C=1C=CC(=C(C1)NC(=O)C=1C(N(C=CC1)CCCOC)=O)N1CCC(CC1)OC1=C(C=C(C=C1)F)F N-(5-cyano-2-(4-(2,4-difluorophenoxy)piperidin-1-yl)phenyl)-1-(3-methoxypropyl)-2-oxo-1,2-dihydropyridine-3-carboxamide